((4,6-dibromo-1,3-phenylene)bis(oxy))bis(chlorobenzene) BrC1=C(C=C(C(=C1)Br)OC1=C(C=CC=C1)Cl)OC1=C(C=CC=C1)Cl